CC(C)(OC(N(CCOCCOCCOS(=O)(=O)C1=CC=C(C=C1)C)C)=O)C 2,2,5-trimethyl-4-oxo-3,8,11-trioxa-5-azatridecan-13-yl-4-methylbenzenesulfonate